1-(4-(5-tert-butyl-benzooxazol-2-yl)phenyl)-3-styryl-5-phenyl-pyrazoline C(C)(C)(C)C=1C=CC2=C(N=C(O2)C2=CC=C(C=C2)N2NC(=CC2C2=CC=CC=C2)C=CC2=CC=CC=C2)C1